C(C1=CC=CC=C1)SC1=CC(=C(CNC2=C(C=NC3=C(C=CC=C23)OC)C(=O)OCC)C(=C1)F)F Ethyl 4-((4-(benzylthio)-2,6-difluorobenzyl)amino)-8-methoxyquinoline-3-carboxylate